CC1(C(NC=C(C1)C(=O)O)=O)C(=O)N 3-methyl-2-oxo-1,2-dihydropyridine-3,5-dicarboxylic acid amide